C(C=C)(=O)O.NC(=O)OCC monourethane acrylate